C(C)OC([C@H](COC[C@H](C)NC=1C=NN(C(C1C(F)(F)F)=O)CC1=CC=C(C=C1)OC)O)=O (S)-2-hydroxy-3-((S)-2-((1-(4-methoxybenzyl)-6-oxo-5-(trifluoromethyl)-1,6-dihydropyridazin-4-yl)amino)propoxy)propanoic acid ethyl ester